C(C)OC1OC=2CCCC(C2C(C1)C)=O 2-ethoxy-4-methyl-2,3,4,6,7,8-hexahydro-5H-chromen-5-one